(1s,2s)-N-(6-(7-(1-aminoethyl)-6-fluoro-5-methyl-1H-indazol-4-yl)imidazo[1,2-a]pyrazin-2-yl)-2-fluorocyclopropane-1-carboxamide NC(C)C=1C(=C(C(=C2C=NNC12)C=1N=CC=2N(C1)C=C(N2)NC(=O)[C@H]2[C@H](C2)F)C)F